3-(3-(2-(2-(5-((6,7-difluoro-4-(methylsulfonyl)-1H-indol-5-yl)oxy)-2-fluorophenyl)-1H-imidazol-5-yl)-1-hydroxypropan-2-yl)phenyl)propanoic acid FC1=C(C(=C2C=CNC2=C1F)S(=O)(=O)C)OC=1C=CC(=C(C1)C=1NC(=CN1)C(CO)(C)C=1C=C(C=CC1)CCC(=O)O)F